P(O)(=O)(OP(=O)(O)OP(=O)(O)O)OC[C@@H]1[C@H]([C@H]([C@@H](O1)N1C=NC=2C(N)=NC(=NC12)I)O)O 2-iodoadenosine triphosphate